butyl-4'-{2-[4-(2-chloroethynyl)3,5-difluorophenyl]ethynyl}1,1'-biphenyl C(CCC)C1=C(C=CC=C1)C1=CC=C(C=C1)C#CC1=CC(=C(C(=C1)F)C#CCl)F